CN(S(=O)(=O)C1=CC(=CC=C1)S(=O)(=O)NC1=C(C=CC=C1)N1CCCCC1)C N1,N1-dimethyl-N3-(2-(piperidin-1-yl)phenyl)benzene-1,3-disulfonamide